(S)-4-(1-((2-ethyl-1-oxo-2,3-dihydro-1H-pyrrolo[3,4-c]pyridin-4-yl)amino)ethyl)-N-phenylbenzamide C(C)N1CC=2C(=NC=CC2C1=O)N[C@@H](C)C1=CC=C(C(=O)NC2=CC=CC=C2)C=C1